monoethoxydi(iso-propoxy)aluminum C(C)O[Al](OC(C)C)OC(C)C